BrC1=C(C=C(CN2C(C=C(C=C2)C=2C=C3C(=NNC3=CC2)C2=CC(=NC=C2)C)=O)C=C1)F 1-(4-bromo-3-fluorobenzyl)-4-(3-(2-methylpyridin-4-yl)-1H-indazol-5-yl)pyridin-2(1H)-one